8'-chloro-1'-(1'H,3H-spiro[2-benzofuran-1,4'-piperidin]-1'-yl)-4'H,6'H-spiro[1,3-dioxolane-2,5'-[1,2,4]triazolo[4,3-a][1]benzazepine] ClC=1C=CC2=C(CC3(CC=4N2C(=NN4)N4CCC2(CC4)OCC4=C2C=CC=C4)OCCO3)C1